Cl.Cl.FC1=C(C=C(C=C1)N[C@H]1C(NC(CC1)=O)=O)N1CCN(CC1)CC1CCNCC1 |r| (±)-3-((4-Fluoro-3-(4-(piperidin-4-ylmethyl)piperazin-1-yl)phenyl)amino)piperidine-2,6-dione dihydrochloride